1,3-bis[(3-aminophenyl)methyl]-hexahydro-5,6-dihydroxy-4,7-bis(phenylmethyl)-2H-1,3-diazepin-2-one dimethanesulfonate CS(=O)(=O)O.CS(=O)(=O)O.NC=1C=C(C=CC1)CN1C(N(C(C(C(C1CC1=CC=CC=C1)O)O)CC1=CC=CC=C1)CC1=CC(=CC=C1)N)=O